ClC=1C=C2C(=NC1O)C(=C(N2)C2=NN=C(N2)C(F)(F)F)C=2C=NNC2 6-chloro-3-(1H-pyrazol-4-yl)-2-(5-(trifluoromethyl)-4H-1,2,4-triazol-3-yl)-1H-pyrrolo-[3,2-b]pyridin-5-ol